4-{[5-(2-chloro-1-methyl-1H-imidazol-5-yl)thiophen-2-yl]methyl}-2,4-dihydro-3H-1,2,4-triazol-3-one ClC=1N(C(=CN1)C1=CC=C(S1)CN1C(NN=C1)=O)C